(S)-1-(3-(3-chloro-2-(1H-pyrazol-1-yl)pyridin-4-yl)-1H-pyrazolo[3,4-b]pyrazin-6-yl)-4'H,6'H-spiro[piperidine-4,5'-pyrrolo[1,2-b]pyrazol]-4'-amine (trifluoroacetate) FC(C(=O)O)(F)F.ClC=1C(=NC=CC1C1=NNC2=NC(=CN=C21)N2CCC1([C@@H](C=3N(N=CC3)C1)N)CC2)N2N=CC=C2